ClC=1C(=NC(=NC1)NC1=C(C=C(C(=C1)C)C=1C[C@@H](N([C@H](C1)CC)C1COC1)CC)OC(C)C)NC1=C(C=CC=C1)S(=O)(=O)C(C)C 5-chloro-N2-(4-((2S,6S)-2,6-diethyl-1-(oxetan-3-yl)-1,2,3,6-tetra-hydropyridin-4-yl)-2-isopropoxy-5-methylphenyl)-N4-(2-(iso-propylsulfonyl)phenyl)pyrimidine-2,4-diamine